OC1(CC(C1)C(=O)N1CC2(C1)CCC(CC2)CC2=CC=C1C=NN(C1=C2)C)C ((1s,3s)-3-Hydroxy-3-methylcyclobutyl)(7-((1-methyl-1H-indazol-6-yl)methyl)-2-azaspiro[3.5]nonan-2-yl)methanon